bis-[(triethoxysilyl) propyl] tetrasulfide C(C)O[Si](OCC)(OCC)CCCSSSSCCC[Si](OCC)(OCC)OCC